OC(C#CC=1C2=C(C(N(C1)C)=O)NC(=C2C=2OCC(N2)C(C)C)C)(C)C 4-(3-hydroxy-3-methyl-but-1-ynyl)-3-(4-isopropyl-4,5-dihydrooxazol-2-yl)-2,6-dimethyl-1H-pyrrolo[2,3-c]pyridin-7-one